methyl (1S,6'R,7a'S)-2,2,6'-trifluorodihydro-1'H,3'H-spiro[cyclopropan-1,2'-pyrrolizin]-7a'(5'H)-formate FC1(C[C@]12C[C@]1(C[C@H](CN1C2)F)C(=O)OC)F